C(C)(C)(C)[N+](=CC1=CC=C(C=C1)F)[O-] N-tertiary butyl-alpha-4-fluoro-phenylnitrone